(2r,3r,4r,5r)-5-(2-amino-6-chloro-9H-purin-9-yl)-2-(benzoyloxymethyl)-4-fluoro-4-methyltetrahydrofuran-3-ylbenzoate NC1=NC(=C2N=CN(C2=N1)[C@H]1[C@]([C@@H]([C@H](O1)COC(C1=CC=CC=C1)=O)OC(C1=CC=CC=C1)=O)(C)F)Cl